C(C1=CC=CC=C1)=C1C(=NOC1)C1=CC=CC=C1 4-benzylidene-3-phenylisoxazol